C(=O)O.[Co].[Zn] zinc cobalt formic acid